(±)-trans-2-(1-acetyl-4-piperidinyl)cyclopropanecarboxylic acid C(C)(=O)N1CCC(CC1)[C@H]1[C@@H](C1)C(=O)O |r|